tert-butyl (S)-3-((4-cyclopropylphenyl)carbamoyl)piperidine-1-carboxylate C1(CC1)C1=CC=C(C=C1)NC(=O)[C@@H]1CN(CCC1)C(=O)OC(C)(C)C